N2-(5-(1H-pyrazol-4-yl)thiazolo[5,4-b]pyridin-2-yl)-N4-(2-methoxyethyl)-N4-methylpyridine-2,4-diamine N1N=CC(=C1)C1=CC=C2C(=N1)SC(=N2)NC2=NC=CC(=C2)N(C)CCOC